OC(C(C(=C)C)=O)CCCCCO 4,9-dihydroxy-2-methylnon-1-en-3-one